CN(C(OC(C)(C)C)=O)C1=CC2=C(C(N(CC23CC3)CC(NC3=NC=CC=N3)=O)=O)S1 Tert-butyl methyl(7'-oxo-6'-(2-oxo-2-(pyrimidin-2-ylamino)ethyl)-6',7'-dihydro-5'H-spiro[cyclopropane-1,4'-thieno[2,3-c]pyridin]-2'-yl)carbamate